O[C@]1(CC[C@@]2([C@H]3CC[C@@]4([C@H](CC[C@H]4[C@@H]3[C@@H](C[C@@H]2C1)O)[C@@H](CCCC(=O)O)C)C)C)C(F)(F)F (R)-5-((3S,5R,7R,8R,9S,10S,13R,14S,17R)-3,7-dihydroxy-10,13-dimethyl-3-(trifluoromethyl)hexadecahydro-1H-cyclopenta[a]phenanthren-17-yl)hexanoic acid